NCC1=NNC(C2=CC=C(C=C12)C=1C=NN(C1C1=C(C#N)C(=CC(=C1C)Cl)OC1CC1)C)=O (P)-2-(4-(4-(aminomethyl)-1-oxo-1,2-dihydrophthalazin-6-yl)-1-methyl-1H-pyrazol-5-yl)-4-chloro-6-cyclopropoxy-3-methylbenzonitrile